C(C)C1=C(C(=CC=C1)C)N 2-ethyl-6-methyl-benzenamine